COC1=C(OCC2=C(C=C(C=C2)NC(C)=O)C(F)(F)F)C=CC(=C1)C1C=2C(NC(C1)=O)=NNC2 N-{4-[(2-methoxy-4-{6-oxo-2h,4h,5h,6h,7h-pyrazolo[3,4-b]pyridin-4-yl}phenoxy)methyl]-3-(trifluoromethyl)phenyl}acetamide